(S)-N-(5-(6-(1-hydroxyethyl)-4-methylpyridin-3-yl)thiazolo[4,5-e][1,2,4]triazolo[1,5-a]pyridin-2-yl)cyclopropanecarboxamide O[C@@H](C)C1=CC(=C(C=N1)C=1C=2N(C3=C(C1)N=C(S3)NC(=O)C3CC3)N=CN2)C